ClC1=CC=C(C(=N1)C(=O)O)N[C@H](C)C1=C2N=C(C(=NC2=CC(=C1)C)C#N)N1CCN(CC1)C1=CC=NC=C1 (R)-6-chloro-3-((1-(2-cyano-7-methyl-3-(4-(pyridin-4-yl)piperazin-1-yl)quinoxalin-5-yl)ethyl)amino)picolinic acid